4-(2-(4-(3-(dimethylamino)propoxy)benzenesulfonamido)ethyl)benzoic acid CN(CCCOC1=CC=C(C=C1)S(=O)(=O)NCCC1=CC=C(C(=O)O)C=C1)C